CC1N(CCCC1)C1=NC=CC(=N1)C(N)=O Methyl-1-(4-carbamoylpyrimidin-2-yl)piperidine